1-(3-fluorobicyclo[1.1.1]pentan-1-yl)-N-((6-((4-(5-(pyrrolidin-1-yl)pyridin-3-yl)-1H-1,2,3-triazol-1-yl)methyl)-1H-indole-2-yl)methyl)methylamine FC12CC(C1)(C2)CNCC=2NC1=CC(=CC=C1C2)CN2N=NC(=C2)C=2C=NC=C(C2)N2CCCC2